C(#N)C=1C=CC(=C(C1)C1=NN(C=C1NC(=O)C=1C=NN2C1N=CC=C2)CC(C(F)(F)F)(C(F)(F)F)O)OC N-(3-(5-cyano-2-methoxyphenyl)-1-(3,3,3-trifluoro-2-hydroxy-2-(trifluoromethyl)propyl)-1H-pyrazol-4-yl)pyrazolo[1,5-a]pyrimidine-3-carboxamide